C1(=CC=CC=C1)NC(=O)C=1N=CC(=NC1)N1[C@@H](CN(CC1)C=1N=NC(=C(C1C)C)NC1=CC=CC=C1)C (R)-4-(4,5-dimethyl-6-phenylamino-pyridazin-3-yl)-2-methyl-3,4,5,6-tetrahydro-2H-[1,2']bipyrazinyl-5'-carboxylic acid phenylamide